2-(8-((1R,3s,5S)-9-azabicyclo[3.3.1]nonan-3-yl)-7,8-dihydro-6H-pyridazino[4,3-b][1,4]oxazin-3-yl)-5-(1-methyl-1H-pyrazol-4-yl)phenol [C@H]12CC(C[C@H](CCC1)N2)N2C1=C(OCC2)C=C(N=N1)C1=C(C=C(C=C1)C=1C=NN(C1)C)O